N,N'-bis[(S)-1-(isopropoxylcarbonyl)ethyl]thio-phosphorodiamidate O(C(C)C)C(=O)[C@H](C)SNP([O-])(=O)NS[C@@H](C)C(=O)OC(C)C